2-((4-chlorobenzyl)amino)cyclopent-1-ene-1-carbonitrile ClC1=CC=C(CNC2=C(CCC2)C#N)C=C1